5-(4-methoxyphenyl)-2,4-pentadienoate COC1=CC=C(C=C1)C=CC=CC(=O)[O-]